8-bromo-6-chloro-[1,2,3,4]tetrazolo[1,5-a]pyridine BrC=1C=2N(C=C(C1)Cl)N=NN2